3-[(1H-indol-7-ylmethyl)amino]pyridine-4-carboxylic acid N1C=CC2=CC=CC(=C12)CNC=1C=NC=CC1C(=O)O